3-benzyloxy-propan-1,2-diol C(C1=CC=CC=C1)OCC(CO)O